FC1=C(C=C2CCC(C2=C1)OC)B1OC(C(O1)(C)C)(C)C 2-(6-fluoro-1-methoxy-2,3-dihydro-1H-inden-5-yl)-4,4,5,5-tetramethyl-1,3,2-dioxaborolane